(2R,5S)-4-(1-(5-amino-4H-1,2,4-triazol-3-yl)piperidin-4-yl)-5-(4-chlorobenzyl)-N-cyclopropylmorpholine-2-carboxamide 2,2,2-trifluoroacetate FC(C(=O)O)(F)F.NC=1NC(=NN1)N1CCC(CC1)N1C[C@@H](OC[C@@H]1CC1=CC=C(C=C1)Cl)C(=O)NC1CC1